FC1(CC(C1)(C)NS(=O)(=O)C=1C=C(C=2N(C1)C(=NC2)C=2SC(=NN2)C(F)F)N2CCN(CC2)C(C(C)C)=O)F N-(3,3-difluoro-1-methylcyclobutyl)-3-(5-(difluoromethyl)-1,3,4-thiadiazol-2-yl)-8-(4-isobutyrylpiperazin-1-yl)imidazo[1,5-a]pyridine-6-sulfonamide